(R)-4-(7-(1,4-dimethyl-1H-pyrazol-5-yl)-3-((4-methoxybenzyl)oxy)isothiazolo[4,5-b]Pyridin-5-yl)-3-methylmorpholine CN1N=CC(=C1C1=C2C(=NC(=C1)N1[C@@H](COCC1)C)C(=NS2)OCC2=CC=C(C=C2)OC)C